BrC1=CC(=C(C=2N=CC=NC12)N)I 8-Bromo-6-iodoquinoxalin-5-amine